7-{3-[(4,6-Dimethylpyrimidin-2-yl)carbamoyl]azetidin-1-yl}-5-methyl-4-oxo-1-(1,2,4-thiadiazol-5-yl)-1,4-dihydro-1,8-naphthyridine-3-carboxylic acid CC1=NC(=NC(=C1)C)NC(=O)C1CN(C1)C1=CC(=C2C(C(=CN(C2=N1)C1=NC=NS1)C(=O)O)=O)C